4-(furo[3,2-c]pyridin-4-yl)-N-(4-hydroxy-3,3-dimethylcyclohexyl)benzamide O1C=CC=2C(=NC=CC21)C2=CC=C(C(=O)NC1CC(C(CC1)O)(C)C)C=C2